N=1NC(=CC1)C(=O)O 2H-PYRAZOLE-3-CARBOXYLIC ACID